methyl (R)-4-amino-3-fluorobutyrate hydrochloride Cl.NC[C@@H](CC(=O)OC)F